ClC1=CC=C(COC2=NC=C(C(=N2)OCC[Si](C)(C)C)C=O)C=C1 2-((4-chlorobenzyl)oxy)-4-(2-(trimethylsilyl)ethoxy)pyrimidine-5-carbaldehyde